tert-butyl (3-(5-chloro-2-cyanophenyl)cyclobutyl)carbamate ClC=1C=CC(=C(C1)C1CC(C1)NC(OC(C)(C)C)=O)C#N